ClC1=C(C=C(C=C1)NC(=O)[C@@H]1C([C@H]1C1=CC(=C(C=C1)F)C(F)(F)F)(Cl)Cl)NC(C1=C(C=C(C=C1)[N+](=O)[O-])F)=O |r| trans-rac-N-(2-Chloro-5-(2,2-dichloro-3-(4-fluoro-3-(trifluoromethyl)phenyl)cyclopropane-1-carboxamido)phenyl)-2-fluoro-4-nitrobenzamide